chloro-7-(diethylamino)-2-oxo-2H-chromene-3-carbaldehyde ClC1=C(C(OC2=CC(=CC=C12)N(CC)CC)=O)C=O